2,2-Bis-(3,5-dichloro-4-hydroxy-phenyl)-propan ClC=1C=C(C=C(C1O)Cl)C(C)(C)C1=CC(=C(C(=C1)Cl)O)Cl